4-amino-5-fluoropyrimidine-2(1H)-one NC1=NC(NC=C1F)=O